tert-butyl 2-((1-((dimethylamino)methyl)cyclopropyl)methoxy)-4-methoxy-5,6-dihydropyrido[3,4-d]pyrimidine-7(8H)-carboxylate CN(C)CC1(CC1)COC=1N=C(C2=C(N1)CN(CC2)C(=O)OC(C)(C)C)OC